P(=O)(OCCCCCCCCCCCCCCCCCC)(OCCCO)[O-] octadecyl hydroxypropyl phosphate